The molecule is a 2-acyl-sn-glycerol 3-phosphate in which the phosphatidyl acyl group is specified as oleoyl. It derives from an oleic acid. It is a conjugate acid of a 2-oleoyl-sn-glycero-3-phosphate(2-). CCCCCCCC/C=C\\CCCCCCCC(=O)O[C@H](CO)COP(=O)(O)O